methyl 2-[3-(2,2-diethoxyethoxy)isoxazol-5-yl]-3-methylbutanoate C(C)OC(COC1=NOC(=C1)C(C(=O)OC)C(C)C)OCC